ethyl 2-(4-isopropyl-7-(1-methoxyethyl)-1-oxopyrrolo[1,2-d][1,2,4]triazin-2(1H)-yl)acetate C(C)(C)C1=NN(C(C=2N1C=C(C2)C(C)OC)=O)CC(=O)OCC